COC(=O)C1(CCCC2=CC=CC=C12)CC1=C(C(=NC(=N1)OC[C@H]1N(CCC1)C)N1[C@H](CN(CC1)C(=O)[O-])C)[N+](=O)[O-] (3S)-4-(6-((1-(methoxycarbonyl)-1,2,3,4-tetrahydronaphthalen-1-yl)methyl)-2-(((S)-1-Methylpyrrolidin-2-yl)methoxy)-5-nitropyrimidin-4-yl)-3-methylpiperazine-1-carboxylate